CC=1C=C(N)C=C(C1C=1CCN(CC1)C)C 3,5-dimethyl-4-(1-methyl-1,2,3,6-tetrahydropyridin-4-yl)aniline